2-amino-N-[7-methoxy-8-(3-morpholin-4-ylpropoxy)-2,3-dihydroimidazo[1,2-c]Quinazoline-5-yl]-4-propylpyrimidine-5-carboxamide NC1=NC=C(C(=N1)CCC)C(=O)NC1=NC=2C(=C(C=CC2C=2N1CCN2)OCCCN2CCOCC2)OC